N1(C=NC=C1)C1=NC(=NC=C1)C(=O)NC1CCN(CC1)C1=CC=CC=C1 4-(1H-imidazol-1-yl)-N-(1-phenylpiperidin-4-yl)pyrimidine-2-carboxamide